ClC1=CC(=C2C(=N1)N=C(O2)SC)I 5-chloro-7-iodo-2-(methylthio)oxazolo[4,5-b]pyridine